5-(3-azabicyclo[3.3.1]nonan-9-ylamino)-1,3-benzothiazole-2-carbonitrile C12CNCC(CCC1)C2NC=2C=CC1=C(N=C(S1)C#N)C2